6-Methyl-pyridine-2-carboxylic acid {3-[5-(4-methoxy-phenyl)-[1,3,4]oxadiazol-2-yl]-adamantan-1-yl}-amide COC1=CC=C(C=C1)C1=NN=C(O1)C12CC3(CC(CC(C1)C3)C2)NC(=O)C2=NC(=CC=C2)C